C(N)(=O)C1=NN(C(=C1)C)C=1C=C2C=CN(C2=CC1)CC1=CC=C(C=C1)C1CCN(CC1)CCCNC(OC(C)(C)C)=O tert-butyl (3-(4-(4-((5-(3-carbamoyl-5-methyl-1H-pyrazol-1-yl)-1H-indol-1-yl)methyl)phenyl)piperidin-1-yl)propyl)carbamate